CC=1C(=NC=CC1)C1=NSC(=N1)NC1=NC=C(C=C1)N1CCCC1 3-(3-methylpyridin-2-yl)-N-(5-(pyrrolidin-1-yl)pyridin-2-yl)-1,2,4-thiadiazol-5-amine